C1(=CC=CC=C1)N(C1=CC=C(C2=CC=C(N(C3=CC=C(C=C3)C3=CC=C(C=C3)N(C3=CC=CC4=CC=CC=C34)C3=CC=CC4=CC=CC=C34)C3=CC=CC=C3)C=C2)C=C1)C1=CC=C(C=C1)C1=CC=C(C=C1)N(C1=CC=CC2=CC=CC=C12)C1=CC=CC2=CC=CC=C12 diphenyl-N,N'-bis(4'-(N,N-bis(naphthalen-1-yl)-amino)-biphenyl-4-yl)-benzidine